S(=O)(=O)([O-])O.NCC(=O)O.[K+] potassium glycinate sulfate